O=C1NC(CCC1N1C(C2=CC=CC(=C2C1=O)N1C[C@@H](CCC1)CC(=O)N1CC(CC1)C(=O)O)=O)=O 1-{2-[(3S)-1-[2-(2,6-dioxopiperidin-3-yl)-1,3-dioxoisoindol-4-yl]piperidin-3-yl]acetyl}pyrrolidine-3-carboxylic acid